C(C)(C)(C)C1=C(OCC(=O)NC2=CC(=C(C=C2)O)C(F)(F)F)C=CC=C1 2-(2-(tert-butyl)phenoxy)-N-(4-hydroxy-3-(trifluoromethyl)phenyl)acetamide